FC(C(=O)N[C@H]1[C@@H](N(C(C1)=O)C=1C=C2C=NN(C2=CC1)C1=CN(C(C=C1)=O)C)C1=C(C=CC=C1)C)(C)F 2,2-difluoro-N-((2S,3R)-1-(1-(1-methyl-6-oxo-1,6-dihydropyridin-3-yl)-1H-indazol-5-yl)-5-oxo-2-(o-tolyl)pyrrolidin-3-yl)propanamide